FC(OC1=CC=C(C=C1)C1=CN=C2N1C=CN=C2NC2=CC(=C(C(=O)NCCOCCNC)C=C2)C)F 4-((3-(4-(difluoro-methoxy)phenyl)imidazo[1,2-a]pyrazin-8-yl)amino)-2-methyl-N-(2-(2-(methyl-amino)ethoxy)ethyl)benzamide